(6R,7S)-7-((S)-1-(4-fluorophenyl)-1,2,3,4-tetrahydroisoquinoline-2-carbonyl)-6-hydroxy-1,4-oxaazepane-4-carboxylic acid tert-butyl ester C(C)(C)(C)OC(=O)N1CCO[C@@H]([C@@H](C1)O)C(=O)N1[C@H](C2=CC=CC=C2CC1)C1=CC=C(C=C1)F